2-chloro-7-(8-ethyl-7-fluoro-3-(methoxymethoxy)naphthalen-1-yl)-8-fluoro-4-(2,2,2-trifluoroethoxy)pyrido[4,3-d]pyrimidine ClC=1N=C(C2=C(N1)C(=C(N=C2)C2=CC(=CC1=CC=C(C(=C21)CC)F)OCOC)F)OCC(F)(F)F